4-((1r,2s)-1-hydroxy-2-{[2-(4-hydroxyphenyl)ethyl]amino}propyl)phenol O[C@@H]([C@H](C)NCCC1=CC=C(C=C1)O)C1=CC=C(C=C1)O